6-(5-(6-methylpyridin-2-yl)-1H-pyrazol-4-yl)quinolin-3-yl azetidine-3-carboxylate N1CC(C1)C(=O)OC=1C=NC2=CC=C(C=C2C1)C=1C=NNC1C1=NC(=CC=C1)C